1-[[5-(2,6-dioxopiperidin-3-yl)pyridin-2-yl]methyl]piperidine-4-carboxylic acid O=C1NC(CCC1C=1C=CC(=NC1)CN1CCC(CC1)C(=O)O)=O